2-cyclobutyl-2-hydroxyacetic acid C1(CCC1)C(C(=O)O)O